C1(CC1)C1=NC=NC(=C1C=1N=CC2=C(N1)C=NN2)OCC 5-(4-cyclopropyl-6-ethoxy-pyrimidin-5-yl)-1H-pyrazolo[4,3-d]pyrimidine